(R)-(4-amino-7-fluoroimidazo[1,5-a]quinoxalin-8-yl)(6-(4-(trifluoromethyl)phenyl)-5-azaspiro[2.5]octan-5-yl)methanone NC=1C=2N(C3=CC(=C(C=C3N1)F)C(=O)N1CC3(CC3)CC[C@@H]1C1=CC=C(C=C1)C(F)(F)F)C=NC2